N-[(2-chloro-quinolin-7-yl)methyl]-N-(1-{[2-(trimethylsilyl)ethoxy]methyl}-1H-indazol-7-yl)pyridine-3-carboxamide ClC1=NC2=CC(=CC=C2C=C1)CN(C(=O)C=1C=NC=CC1)C=1C=CC=C2C=NN(C12)COCC[Si](C)(C)C